ClC1=C(C(=O)NCCCNC(=O)C2CCN(CC2)C(=O)OC(C)(C)C)C=CC(=C1)NC=1C=2N(C=CN1)C(=CN2)C2=C(C(=C(C=C2)OC(F)F)F)F tert-butyl 4-((3-(2-chloro-4-((3-(4-(difluoromethoxy)-2,3-difluorophenyl)imidazo[1,2-a]pyrazin-8-yl)amino)benzamido)propyl)carbamoyl)piperidine-1-carboxylate